ClC=1C(=CC(=C(C1)S(=O)(=O)NC1=NC=NC=C1)F)NC1(CC1)C1=C(C=CC(=C1)F)F 5-chloro-4-((1-(2,5-difluorophenyl)cyclopropyl)amino)-2-fluoro-N-(pyrimidin-4-yl)benzenesulfonamide